C(C)(C)(C)C1=CC=C(C=C1)C=CC(=O)C1C(OC(=CC1=O)C)=O 3-[3-(4-tert-butylphenyl)prop-2-enoyl]-6-methyl-3,4-dihydro-2H-pyran-2,4-dione